(S)-2-((1-methyl-1H-indol-3-yl)amino)-4-((2-(pyridin-2-yloxy)ethyl)(4-(5,6,7,8-tetrahydro-1,8-naphthyridin-2-yl)butyl)amino)butanoic acid CN1C=C(C2=CC=CC=C12)N[C@H](C(=O)O)CCN(CCCCC1=NC=2NCCCC2C=C1)CCOC1=NC=CC=C1